(2S,4R)-1-(2-(3-acetyl-5-(2-aminopyrimidin-5-yl)-1H-indazol-1-yl)acetyl)-N-(6-bromo-3-methylpyridin-2-yl)-4-fluoro-4-(fluoromethyl)pyrrolidine-2-carboxamide C(C)(=O)C1=NN(C2=CC=C(C=C12)C=1C=NC(=NC1)N)CC(=O)N1[C@@H](C[C@@](C1)(CF)F)C(=O)NC1=NC(=CC=C1C)Br